C1(C=CC=C1)[Pt](C[SiH](C1=CC=CC=C1)C1=CC=CC=C1)(C)C (cyclopentadienyl)dimethyl-diphenylsilylmethyl-platinum